tris(2,4-dichloro-5-nitrophenyl) phosphate P(=O)(OC1=C(C=C(C(=C1)[N+](=O)[O-])Cl)Cl)(OC1=C(C=C(C(=C1)[N+](=O)[O-])Cl)Cl)OC1=C(C=C(C(=C1)[N+](=O)[O-])Cl)Cl